(fluoro)carbon F[C]